NC1=NC=C(C2=C1C=NN2)NC(=O)C(=O)N(C)C(C)C2=C(C=C(C=C2)C(F)(F)F)Cl N-(4-Amino-1H-pyrazolo[4,3-c]pyridin-7-yl)-N'-[1-[2-chloro-4-(trifluoromethyl)phenyl]ethyl]-N'-methyl-oxamide